[O-]C#N.C1(=CC=CC=C1)O.C1(=CC=CC=C1)O Bisphenol cyanate